FC1=CC(=C(C=C1)[C@@H](CCCCC)O)C1=NN=NN1 (R)-1-(4-Fluoro-2-(1H-tetrazol-5-yl)phenyl)hexan-1-ol